(R)-(-)-2-methoxy-2-phenylacetaldehyde CO[C@@H](C=O)C1=CC=CC=C1